lithium trifluoro-N-methylacetamide salt FC(C(=O)NC)(F)F.[Li]